CC1(OB(OC1(C)C)C1=CC2=C3N(N=C2C=C1)CCNC3=O)C 9-(4,4,5,5-tetramethyl-1,3,2-dioxaborolan-2-yl)-3,4-dihydropyrazino[1,2-b]indazol-1(2H)-one